BrC=1C=NN2C1N=C(N=C2NCC2=NN=C(N2)C2=CC=CC=C2)N2CCCCC2 8-bromo-N-[(5-phenyl-4H-1,2,4-triazol-3-yl)methyl]-2-(piperidin-1-yl)pyrazolo[1,5-a][1,3,5]triazin-4-amine